C(C)C=1C(=C(C(=O)[O-])C=CC1)N(CCCO)CCCO ethyl-[bis(hydroxypropyl)]aminobenzoate